3-oxo-3-(5-methyl-2-thienyl)-propanal O=C(CC=O)C=1SC(=CC1)C